C(CCC)OC1=C(C(=O)NC2CCN(CC2)C(C2=CC(=CC=C2)C=2N=C3N(C=CC=C3)C2)=O)C=CC=C1 butoxy-N-(1-(3-(imidazo[1,2-a]pyridin-2-yl)benzoyl)piperidin-4-yl)benzamide